tert-butyl ((1R,2R)-2-hydroxycyclopropyl)carbamate O[C@H]1[C@@H](C1)NC(OC(C)(C)C)=O